C1(=CC=CC=C1)[SiH]1O[SiH](O[SiH](O[SiH](O1)C1=CC=CC=C1)C1=CC=CC=C1)C1=CC=CC=C1 2,4,6,8-tetraphenylcyclotetrasiloxane